N-((3R,4S)-4-((2-(2,6-dichloro-3,5-dimethoxyphenyl)-4-(2,6-dimethylmorpholino)pyrido[3,4-d]pyrimidin-6-yl)amino)tetrahydrofuran-3-yl)acrylamide ClC1=C(C(=C(C=C1OC)OC)Cl)C=1N=C(C2=C(N1)C=NC(=C2)N[C@H]2[C@H](COC2)NC(C=C)=O)N2CC(OC(C2)C)C